FC1(C=2N(CC[C@@H](C1)CO)N=C1C2CN([C@@H](C1)C)C(=O)OC(C)(C)C)F |o1:6| (3R,9S*)-tert-Butyl 11,11-difluoro-9-(hydroxymethyl)-3-methyl-3,4,8,9,10,11-hexahydro-1H-pyrido[4',3':3,4]pyrazolo[1,5-a]azepine-2(7H)-carboxylate